tert-butyl (2S,5S)-2-(benzoyloxymethyl)-5-(benzyloxymethyl)pyrrolidine-1-carboxylate C(C1=CC=CC=C1)(=O)OC[C@H]1N([C@@H](CC1)COCC1=CC=CC=C1)C(=O)OC(C)(C)C